N[C@@H]1CN(CC[C@H]1O)C(=O)OCC1=CC=CC=C1 benzyl (3R,4R)-3-amino-4-hydroxypiperidine-1-carboxylate